P([O-])([O-])=O.C(C)CC(=O)[O-].C(C)CC(=O)O.[Al+3] aluminum bis(ethylacetate) phosphonate